FC1=C(C(=CC=C1)F)N1C(=NC2=CC(=C(C=C2C1=O)I)F)CC 3-(2,6-difluorophenyl)-2-ethyl-7-fluoro-6-iodoquinazolin-4(3H)-one